C(CCCC)C1CC2C(C3=CC=C(C=C3C(C2CC1)=O)Cl)=O 2-amyl-6-chloro-1,2,3,4,4a,9a-hexahydroanthraquinone